1-(3-bromo-2-fluoro-phenyl)-N-propyl-methanimine BrC=1C(=C(C=CC1)C=NCCC)F